CN(C1(CCC2(CN(C(N2)=O)C2=CC=C(C#N)C=C2)CC1)C1=CC=CC=C1)C 4-(8-dimethylamino-2-oxo-8-phenyl-1,3-diazaspiro[4.5]decan-3-yl)-benzonitrile